ClC=1C=C(C=CC1Cl)CNC(=O)C1CCN(CC1)C(=O)C1=NNC(=C1)C=1C=NC=CC1 N-[(3,4-dichlorophenyl)methyl]-1-[5-(pyridin-3-yl)-1H-pyrazole-3-carbonyl]piperidine-4-carboxamide